C(C)C=1N=C2N(C=CC(=C2)C2=NN(C=C2)C)C1C(=O)O.OC([C@@]12CCC[C@H]1[C@@H]1CC=C3CCCC[C@@H]3[C@H]1CC2)I hydroxy-18-iodoestra-5-ene ethyl-7-(1-methyl-1H-pyrazol-3-yl)imidazo[1,2-a]pyridine-3-carboxylate